C(C)(C)(C)C1=CC=C(C=C1)C(CCCN1CCC(CC1)O)=O 1-(4-tert-butylphenyl)-4-(4-hydroxy-1-piperidinyl)-1-butanone